FC=1C=2N(C=C(C1)NC(=O)C1=CC=C(C3=CN(N=C13)C)N1CCNCC1)C=C(N2)CO N-[8-fluoro-2-(hydroxymethyl)imidazo[1,2-a]pyridin-6-yl]-2-methyl-4-(piperazin-1-yl)indazole-7-carboxamide